O(S(=O)(=O)C(F)(F)F)C1=C(C(=C(C=C1)C=1C=NN(C1C1=NC=CC=C1)COCC[Si](C)(C)C)F)F [2,3-difluoro-4-[5-(2-pyridinyl)-1-(2-trimethylsilylethoxymethyl) pyrazol-4-yl] phenyl] triflate